tert-butyl 3-[[7-(diethylaminomethyl)-6,8-dimethyl-2-oxo-1H-quinolin-3-yl]methylamino]azetidine-1-carboxylate C(C)N(CC)CC1=C(C=C2C=C(C(NC2=C1C)=O)CNC1CN(C1)C(=O)OC(C)(C)C)C